C1=CC(=CC2=NC3=C(C=CC(=C3)N)C=C21)N DIAMINOACRIDINE